4-(Trifluoro-methyl)phenyl isothiocyanate FC(C1=CC=C(C=C1)N=C=S)(F)F